N1=C(C=C(C=C1)C(=O)O)C1=NC=CC(=C1)C(=O)O bipyridine-4,4'-dicarboxylic acid